O=C1NC=2N(C3(C1)CCCCC3)N=C(C2C(=O)N)C2=CC=C3C=CC(=NC3=C2)C2=CC=CC=C2 5'-Oxo-2'-(2-phenylquinolin-7-yl)-5',6'-dihydro-4'H-spiro[cyclohexane-1,7'-pyrazolo[1,5-a]pyrimidine]-3'-carboxamide